2-(2,5-difluoro-4-(6-((2-fluoro-4-(6-methylpyridin-3-yl)benzyl)oxy)pyridin-2-yl)benzyl)-1-(2-methoxyethyl)-1H-benzo[d]imidazole-6-carboxylic acid FC1=C(CC2=NC3=C(N2CCOC)C=C(C=C3)C(=O)O)C=C(C(=C1)C1=NC(=CC=C1)OCC1=C(C=C(C=C1)C=1C=NC(=CC1)C)F)F